2-((1-(2-(7-cyano-2-methyl-2H-indazol-5-yl)-6-methyl-4-oxo-4H-chromen-8-yl)ethyl)amino)benzoic acid C(#N)C1=CC(=CC2=CN(N=C12)C)C=1OC2=C(C=C(C=C2C(C1)=O)C)C(C)NC1=C(C(=O)O)C=CC=C1